(-)-Diethyltartrate C(C)C(C(C(=O)[O-])(O)CC)(O)C(=O)[O-]